menthyl chloroformate ClC(=O)OC1CC(CCC1C(C)C)C